Tert-butyl N-[2-[2-[2-(2-nitroanilino)ethoxy]ethoxy]ethyl]carbamate [N+](=O)([O-])C1=C(NCCOCCOCCNC(OC(C)(C)C)=O)C=CC=C1